C(C)(C)(C)ON[C@@H]([C@H](O)C)C(=O)O (t-butoxy)-threonine